Propionyl-L-Carnitine HCl CCC(=O)O[C@H](CC(=O)O)C[N+](C)(C)C.[Cl-]